N-(6-cyano-1-(cyclobutylmethyl)-1H-indol-2-yl)-3,3-dimethylbutyramide C(#N)C1=CC=C2C=C(N(C2=C1)CC1CCC1)NC(CC(C)(C)C)=O